C(C)(C)C(C(=O)O)CCCCCCCCCCCCCC.C(CCCCCCCCCCCCCCC)(=O)OC(C)C isopropyl palmitate (isopropylpalmitate)